CC1=C(C=CC=C1)OC(NC1CC(CC(C1)(C)C)(C)CNC(=O)OC1=C(C=CC=C1)C)=O 3-((methylphenoxy)carbonylamino-methyl)-3,5,5-trimethylcyclohexylcarbamic acid (methylphenyl) ester